N-[(1S,3S)-3-{[6-chloro-2-(trifluoromethyl)quinolin-4-yl]amino}cyclohexyl]-4-methoxybenzamide ClC=1C=C2C(=CC(=NC2=CC1)C(F)(F)F)N[C@@H]1C[C@H](CCC1)NC(C1=CC=C(C=C1)OC)=O